O[C@H](\C=C/C\C=C/CCCC(=O)O)[C@H]1[C@@H](C1)C\C=C/CCCCC |o1:1,13,14| (5Z,8Z,10R*)-10-hydroxy-10-{(1R*,2R*)-2-[(2Z)-oct-2-en-1-yl]cyclopropyl}deca-5,8-dienoic acid